N1CNCCCC1 1,3-diazepan